C(C)OC(CC(C=1C=C(C2=C(C=CS2)C1)CO)C1=C(C2=C(N(N=N2)C)C(=C1)C1CC1)C)=O 3-(7-Cyclopropyl-1,4-dimethyl-1H-benzotriazol-5-yl)-3-[7-(hydroxymethyl)-1-benzothien-5-yl]propionic acid ethyl ester